1-isobutyl-6-oxo-1,6-dihydropyridine-3-carboxylic acid Methyl-7-fluoro-1-[1-(oxan-4-yl)pyrazolo[4,3-c]pyridin-3-yl]-3,4-dihydro-2H-quinoline-4-carboxylate COC(=O)C1CCN(C2=CC(=CC=C12)F)C1=NN(C2=C1C=NC=C2)C2CCOCC2.C(C(C)C)N2C=C(C=CC2=O)C(=O)O